CC(CCO)CCCC(C)C 3,7-dimethyloctanol